OC(CCCCCCCCCCCC(=O)O)CC=CCC=CCCCCCC 13-Hydroxy-pentacosa-15,18-dienoic acid